bromoeugenol COC1=C(C(=CC(=C1)CC=C)Br)O